2-[4-(3-{5-[(R)-(1,3-dimethyl-azetidin-3-yl)-hydroxy-(4-isopropyl-phenyl)-methyl]-pyridin-3-yl}-[1,2,4]Oxadiazol-5-yl)-piperidine-1-sulfonyl]-ethanol CN1CC(C1)(C)[C@@](C=1C=C(C=NC1)C1=NOC(=N1)C1CCN(CC1)S(=O)(=O)CCO)(C1=CC=C(C=C1)C(C)C)O